2,4-di-isopropoxy-2,4,6,8-tetramethylcyclotetrasiloxane C(C)(C)O[Si]1(O[SiH](O[SiH](O[Si](O1)(C)OC(C)C)C)C)C